2-methoxy-2'-methanesulfonyl-1,1'-biphenyl COC1=C(C=CC=C1)C1=C(C=CC=C1)S(=O)(=O)C